2-((4-((R)-3-(4-chloro-2-fluorophenyl)-4-methyl-3,4-dihydro-2H-benzo[b][1,4]oxazin-5-yl)piperidin-1-yl)methyl)-3-(((S)-oxetan-2-yl)methyl)-3H-imidazolo[4,5-b]pyridine-5-carboxylic acid ClC1=CC(=C(C=C1)[C@H]1N(C2=C(OC1)C=CC=C2C2CCN(CC2)CC2=NC=1C(=NC(=CC1)C(=O)O)N2C[C@H]2OCC2)C)F